C(C=C)(=O)OC1C2C3CC4C(C3C(C1)C2)O4 3,4-epoxytricyclo[5.2.1.02,6]decan-8-yl acrylate